6-(4-methoxybenzoyl)-9-(2',3',5'-tri-O-acetyl-beta-D-ribofuranosyl)purine COC1=CC=C(C(=O)C2=C3N=CN(C3=NC=N2)[C@H]2[C@H](OC(C)=O)[C@H](OC(C)=O)[C@H](O2)COC(C)=O)C=C1